(R)-4-(7-(1H-imidazol-4-yl)-4-(1-methyl-1H-pyrazol-5-yl)imidazo[1,5-b]pyridazin-2-yl)-3-methylmorpholine N1C=NC(=C1)C1=NC=C2N1N=C(C=C2C2=CC=NN2C)N2[C@@H](COCC2)C